1-{5-iodo-2-[(3R)-3-methylmorpholin-4-yl]-7-[1-(oxan-2-yl)-1H-pyrazol-5-yl]imidazo[1,5-b]pyridazin-4-yl}cyclopropane-1-carbonitrile IC=1N=C(N2N=C(C=C(C21)C2(CC2)C#N)N2[C@@H](COCC2)C)C2=CC=NN2C2OCCCC2